5-Amino-1-cyclobutyl-3-[4-[[(2-methoxybenzoyl)amino]methyl]phenyl]pyrazole-4-carboxamide NC1=C(C(=NN1C1CCC1)C1=CC=C(C=C1)CNC(C1=C(C=CC=C1)OC)=O)C(=O)N